sodium (2R,3S,5R)-5-(2-amino-1,9-dihydro-6H-purin-6-one-9-yl)-3-hydroxytetrahydrofuran NC=1NC(C=2N=CN(C2N1)[C@H]1C[C@@H](CO1)O)=O.[Na]